1-(6-methoxypyridin-2-yl)methylamine COC1=CC=CC(=N1)CN